(acetoxy)palladium acetate ((acetoxy)palladioacetate) C(C)(=O)OC(C(=O)[O-])[Pd].C(C)(=O)[O-].C(C)(=O)O[Pd+2]